4-amino-1-((2R,3S,4S,5R)-5-(chloromethyl)-3,4-dihydroxy-5-(hydroxymethyl)tetrahydrofuran-2-yl)pyrimidin-2(1H)-one NC1=NC(N(C=C1)[C@@H]1O[C@@]([C@H]([C@@H]1O)O)(CO)CCl)=O